C(C1=CC=CC=C1)(=O)C=1NC=CC1 2-benzoyl-1H-pyrrole